C(C1=CC=CC=C1)C1N=C(OC(C1)(C)C)C=1C=NC2=C(C=CC=C2C1)Cl 4-benzyl-2-(8-chloro-3-quinolyl)-6,6-dimethyl-4,5-dihydro-1,3-oxazine